O1C(=NN=C1)CNC(OC(C)(C)C)=O tert-butyl ((1,3,4-oxadiazol-2-yl)methyl)carbamate